2-((4,5-dihydroxy-2-iodophenylethyl) amino)-2-oxoethyl oleate C(CCCCCCC\C=C/CCCCCCCC)(=O)OCC(=O)NCCC1=C(C=C(C(=C1)O)O)I